(((3,5-difluorophenyl)amino)methyl)-2,6-dimorpholino-4H-chromen-4-one FC=1C=C(C=C(C1)F)NCC1=C(OC2=CC=C(C=C2C1=O)N1CCOCC1)N1CCOCC1